C1(=CC=CC=C1)N=CC=1C(=NC2=CC=CC=C2C1O)O 3-((phenylimino)methyl)quinoline-2,4-diol